tert-butyl (N-(2-(5-fluoro-2,4-diisopropyl-6-(3-(trifluoromethyl)phenyl) pyridin-3-yl)acetyl)-2-(2-hydroxypropan-2-yl)thiazole-5-sulfonimidoyl)carbamate FC=1C(=C(C(=NC1C1=CC(=CC=C1)C(F)(F)F)C(C)C)CC(=O)N=S(=O)(C1=CN=C(S1)C(C)(C)O)NC(OC(C)(C)C)=O)C(C)C